N1(N=NC2=C1C=CC=C2)CC(=O)N(C2=CC=C(C=C2)C=2N=CNC2)CC(C)(C)C 2-(benzotriazol-1-yl)-N-(2,2-dimethylpropyl)-N-[4-(1H-imidazol-4-yl)phenyl]acetamide